6-(3-(2-(1-(2-bromopyridin-4-yl)cyclobutoxy)acetyl)-3,8-diazabicyclo[3.2.1]octan-8-yl)nicotinonitrile BrC1=NC=CC(=C1)C1(CCC1)OCC(=O)N1CC2CCC(C1)N2C2=NC=C(C#N)C=C2